OC=1C=C(C=CC1)C#CC1=CC(=C(C=C1)O)O 3,3',4'-trihydroxytolan